BrCCCCCCCCCC bromo-decane